Pentyl-6-((2-(dinonylamino)ethyl)(2-hydroxyethyl)amino)hexanoate C(CCCC)OC(CCCCCN(CCO)CCN(CCCCCCCCC)CCCCCCCCC)=O